isopropyl 2-(2-chloro-2-oxido-1,3,2-dioxaphosphinan-5-yl)acetate ClP1(OCC(CO1)CC(=O)OC(C)C)=O